1-(5-amino-1-methyl-1,2,4-triazol-3-yl)tetrazol NC1=NC(=NN1C)N1N=NN=C1